1-cyclobutyl-N-(3-hydroxypropyl)-2-(3,4,5-trimethoxyphenyl)-1H-benzo[d]imidazole-6-carboxamide C1(CCC1)N1C(=NC2=C1C=C(C=C2)C(=O)NCCCO)C2=CC(=C(C(=C2)OC)OC)OC